(2-(3-(difluoromethoxy)phenethyl)phenoxy)-N,N-dimethyl-3-(trifluoromethoxy)butan-1-amine FC(OC=1C=C(CCC2=C(OC(CC(C)OC(F)(F)F)N(C)C)C=CC=C2)C=CC1)F